(8R)-3-[(2R,4S,5R)-4-hydroxy-5-(hydroxymethyl)oxolan-2-yl]-3H,4H,7H,8H-imidazo[4,5-d][1,3]diazepin-8-ol O[C@H]1C[C@@H](O[C@@H]1CO)N1C=NC2=C1NC=NC[C@H]2O